CC=1CC(C(CC1)C)C=O 3,6-dimethyl-3-cyclohexenecarbaldehyde